2-fluoroethyl [4-[3-carbamoyl-4-(2-chlorophenyl)-1H-pyrrol-1-yl]-5-methylpyridin-2-yl]carbamate C(N)(=O)C1=CN(C=C1C1=C(C=CC=C1)Cl)C1=CC(=NC=C1C)NC(OCCF)=O